C(C)OC(=O)C1=NN(C(=C1Br)C(=O)OCC)CCNC(=O)OC(C)(C)C 4-bromo-1-(2-((tert-butoxycarbonyl)amino)ethyl)-1H-pyrazole-3,5-dicarboxylic acid diethyl ester